C(C)C1=C(C=CC(=C1)COC1=CC=C(C=C1)CC1=NC2=C(N1CCN1CCCC1)C=CC=C2)CCC(=O)O 3-(2-Ethyl-4-((4-((1-(2-(pyrrolidin-1-yl)ethyl)-1H-benzo[d]imidazol-2-yl)methyl)phenoxy)methyl)phenyl)propanoic acid